tert-butyl N-{1-[8-(6-methoxypyridazin-4-yl)-6H-isochromeno[3,4-b]pyridin-3-yl]pyrrolidin-3-yl}-N-(1-methylcycloproPYl)carbamate COC1=CC(=CN=N1)C=1C=CC2=C(C1)COC1=NC(=CC=C12)N1CC(CC1)N(C(OC(C)(C)C)=O)C1(CC1)C